C(C)C(CCC1=CC=CC=C1)C 3-ethyl-n-butyl-benzene